4-Methoxyphenylphosphonic acid dichloride COC1=CC=C(C=C1)P(=O)(Cl)Cl